C1(CC1)CNC(N[C@@H]1CC[C@H](OC1)CN1CCC2(CN(C2)C2=NC=NC=C2OC2=C(C(=O)N(C(C)C)CC)C=C(C=C2)F)CC1)=O 2-((4-(7-(((2S,5R)-5-(3-(Cyclopropylmethyl)ureido)tetrahydro-2H-pyran-2-yl)methyl)-2,7-diazaspiro[3.5]nonan-2-yl)pyrimidin-5-yl)oxy)-N-ethyl-5-fluoro-N-isopropylbenzamide